exo-6-Fluoro-1,1a,2,7b-tetrahydrocyclopropa[c]chromene-1-carboxylic acid FC1=CC=2C3C(COC2C=C1)C3C(=O)O